C(CCCCCCCC)OCOCCC=CCCCCCCCCCCCl 14-chloro-3-tetradecenyl nonoxymethyl ether